C(C)OC1=NC=CC=C1C1=NC(=C(C=C1)N1[C@@H](CN(CC1)C(=O)N1[C@@H](CCC1)C(F)(F)F)CC)O[C@H]1CNCC1 2'-ethoxy-5-[(2R)-2-ethyl-4-[(2S)-2-(trifluoromethyl)pyrrolidine-1-carbonyl]piperazin-1-yl]-6-[(3R)-pyrrolidin-3-yloxy]-2,3'-bipyridine